C(C)(C)(C)OC(NC(C)C1CNCCO1)=O.FC1=CC=C(C=C1)C=1N=C(NC1)C1N(CCCC1)C(C(C)SC)=O 1-(2-(4-(4-fluorophenyl)-1H-imidazol-2-yl)piperidin-1-yl)-2-(methylsulfanyl)propan-1-one tert-butyl-N-[1-(morpholin-2-yl)ethyl]carbamate